ClCC(=O)NC(CO)(C)C 2-chloro-N-(1-hydroxy-2-methylpropan-2-yl)acetamide